C1=C2C=3C4=C(C=CC3NC2=CC=C1)C1=C(O4)C=CC=C1 5H-benzofuro[3,2-c]Carbazole